tert-butyl 5-(5-bromothiophen-2-yl)-6-oxa-3-azabicyclo[3.2.1]octane-3-carboxylate BrC1=CC=C(S1)C12CN(CC(CO1)C2)C(=O)OC(C)(C)C